4-bromo-2-fluoro-8-nitroindolo[2,1-b]quinazoline-6,12-dione BrC=1C=C(C=C2C(N3C(=NC12)C(C1=CC(=CC=C13)[N+](=O)[O-])=O)=O)F